1-allyl-5-(1H-tetrazol-5-yl)-1H-indole-3-carbonitrile C(C=C)N1C=C(C2=CC(=CC=C12)C1=NN=NN1)C#N